ClC1=C(C(=CC=C1)Cl)C1=CC2=C(N=C(N=C2)NC=2C=NC(=C(C2)F)OC2=NN(C=C2)CC)N(C1=O)C 6-(2,6-dichlorophenyl)-2-((6-((1-ethyl-1H-pyrazol-3-yl)oxy)-5-fluoropyridin-3-yl)amino)-8-methylpyrido[2,3-d]pyrimidin-7(8H)-one